O(C1[C@H](O)[C@@H](O)[C@H](O)[C@H](O1)CO)C1=C(C=CC(=C1)OC(C)=O)CC1=CC=C(C=C1)CC 5-acetoxy-2-(4-ethylbenzyl)phenyl D-glucopyranoside